C(C=C)C1(CCN(CC1)CC1=CC=C(C=C1)C1=NOC(=N1)C1=CC(=C(C=C1)CC(C)C)Cl)C(=O)O 4-allyl-1-{4-[5-(3-chloro-4-isobutylphenyl)-[1,2,4]-oxadiazol-3-yl]benzyl}piperidine-4-carboxylic acid